C(C(C)(C)C)(=O)OC1=CC2=CC=CC=C2C(=C1)C1=C(C=2N=C(N=C(C2C(=N1)I)O)OC[C@]12CCCN2C[C@@H](C1)F)F 4-(8-fluoro-2-(((2R,7aS)-2-fluorotetrahydro-1H-pyrrolizin-7a(5H)-yl)methoxy)-4-hydroxy-5-iodopyrido[4,3-d]pyrimidin-7-yl)naphthalen-2-yl pivalate